ClC=1C(=NC(=NC1)NC1=CC=C(C=C1)[S@](=O)(C)=N)N1CC(OC[C@@H]1C)(C)C (R)-(4-((5-chloro-4-((S)-2,2,5-trimethylmorpholino)pyrimidin-2-yl)amino)phenyl)(imino)(methyl)-λ6-sulfanone